Ethyl 2-(2-((2'-chloro-2-methyl-[1,1'-biphenyl]-3-yl)methoxy)-7,8-dihydro-1,6-naphthyridin-6(5H)-yl)acetate ClC1=C(C=CC=C1)C1=C(C(=CC=C1)COC1=NC=2CCN(CC2C=C1)CC(=O)OCC)C